di(crotyl) furan-2,5-dicarboxylate O1C(=CC=C1C(=O)OCC=CC)C(=O)OCC=CC